(2R)-2,3-dihydro-2-methyl-6-nitro-2-[[4-[4-[4-(trifluoromethoxy)phenoxy]-1-piperidinyl]phenoxy]methyl]imidazo[2,1-b]oxazole C[C@@]1(CN2C(O1)=NC(=C2)[N+](=O)[O-])COC2=CC=C(C=C2)N2CCC(CC2)OC2=CC=C(C=C2)OC(F)(F)F